ClC1=NC(=C(C(=C1C#N)CC)C#N)N1CCOCC1 2-chloro-4-ethyl-6-morpholinopyridine-3,5-dicarbonitrile